maleic acid (anhydride) citrate C(CC(O)(C(=O)O)CC(=O)O)(=O)O.C1(\C=C/C(=O)O1)=O